BrC1=NC(=CC=C1)C(COC)(C)OC 2-bromo-6-(1,2-dimethoxyprop-2-yl)pyridine